C(N)(OC[C@H]1C=2C=CN=C(C2C2(O[C@@H]([C@H](O2)C)C)CC1)Cl)=O ((4'R,5R,5'R)-1-chloro-4',5'-dimethyl-6,7-dihydro-5H-spiro[isoquinoline-8,2'-[1,3]dioxolan]-5-yl)methyl carbamate